OC1CC(NCC1)C(=O)O 4-HYDROXYPIPECOLIC ACID